C(C)(C)(C)C=1C=C(\C=N\N2C([C@@H]3CC4=C(NC=5C=CC=CC45)[C@@H](N3C(C2)=O)C)=O)C=C(C1O)C(C)(C)C (6S,12aS)-2-((E)-(3,5-di-tert-butyl-4-hydroxybenzylidene)amino)-6-methyl-2,3,12,12a-tetrahydropyrazino[1',2':1,6]pyrido[3,4-b]indole-1,4(6H,7H)-dione